O[C@H](CC)C1=CC(=NC=C1)C(=O)NC=1C=NC(=C(C1)C=1C=NC2=CC(=NC=C2C1)NC)C (R)-4-(1-hydroxypropyl)-N-(6-methyl-5-(7-(methylamino)-1,6-naphthyridin-3-yl)pyridin-3-yl)picolinamide